ClC=1C=C(C=NC1N1N=CC=N1)NC(=O)[C@@H]1C[C@](C2=C1C=NC=1N2N=C(C1)F)(C)C=1C=NN(C1)C(C)(F)F cis-N-(5-chloro-6-(2H-1,2,3-triazol-2-yl)pyridin-3-yl)-8-(1-(1,1-difluoroethyl)-1H-pyrazol-4-yl)-2-fluoro-8-methyl-7,8-dihydro-6H-cyclopenta[e]pyrazolo[1,5-a]pyrimidine-6-carboxamide